Cl.ClC=1C=CC=C2C=CC=C(C12)N1CC=2C(=C(N=C(C2CC1)N1CCNCC1)OC[C@H]1N(CCC1)C)C#N (S)-6-(8-chloronaphthalen-1-yl)-3-((1-methylpyrrolidin-2-yl)methoxy)-1-(piperazin-1-yl)-5,6,7,8-tetrahydro-2,6-naphthyridine-4-carbonitrile Hydrochloride